2,5-ditert-butyl-hydroquinone C(C)(C)(C)C1=C(O)C=C(C(=C1)O)C(C)(C)C